C(C=C)ON1[C@@H]2C=C([C@H](N(C1=O)C2)C(=O)N)C2CC2 (2s,5r)-6-(allyloxy)-3-cyclopropyl-7-oxo-1,6-diazabicyclo[3.2.1]oct-3-ene-2-carboxamide